N-methyl-methoxyiminoacetamide CNC(C=NOC)=O